FC=1C(=NC(=NC1)NC1=C(C(=CC=C1)S(=O)(=O)C)F)C1=CNC2=C(C=CC=C12)NC([C@H](COC)N1C[C@@H](N([C@H](C1)C)C)C)=O (S)-N-(3-(5-fluoro-2-((2-fluoro-3-(methylsulfonyl)phenyl)amino)pyrimidin-4-yl)-1H-indol-7-yl)-3-methoxy-2-((3S,5S)-3,4,5-trimethylpiperazin-1-yl)propanamide